3,4,5,6-tetrahydroxyhexanone OC(C(C)=O)C(C(CO)O)O